C(C)N1C2=C(C=C1C(=O)C1=CNC3=CC=CC=C13)SC=C2 (4-ethylthieno[3,2-b]pyrrol-5-yl)-(1H-indol-3-yl)methanone